8-methyl-1,5-benzodioxan-3-one CC=1C=COC2C1OCC(C2)=O